2-methoxy-3-(trifluoromethyl)aniline COC1=C(N)C=CC=C1C(F)(F)F